COC=1C(C=NN(C1)CCC)=O 5-methoxy-1-propyl-1,4-dihydropyridazin-4-one